2-({2-[3-(trifluoromethyl)-1H-pyrazole-1-yl]ethyl}amino)benzene-1,3-diol FC(C1=NN(C=C1)CCNC1=C(C=CC=C1O)O)(F)F